Monomagnesium Di-L-Glutamate N[C@@H](CCC(=O)[O-])C(=O)[O-].N[C@@H](CCC(=O)O)C(=O)O.[Mg+2]